2-[4-(1,3-dimethyl-2H-benzimidazol-2-yl)phenyl]-1,3-dimethyl-2H-benzimidazol CN1C(N(C2=C1C=CC=C2)C)C2=CC=C(C=C2)C2N(C1=C(N2C)C=CC=C1)C